(4-(1H-pyrazol-4-yl)phenyl)-5-fluorospiro[indoline-2,3'-pyrrolidine]-2'-one N1N=CC(=C1)C1=CC=C(C=C1)N1C(C2(CC1)NC1=CC=C(C=C1C2)F)=O